3-[METHYL(THIOLAN-3-YL)AMINO]PROPANAL CN(CCC=O)C1CSCC1